5-(2,3-dihydro-1H-inden-4-yl)-6-methoxy-3-(1-(1-methylazetidin-3-yl)-1H-pyrazol-4-yl)-1H-pyrazolo[4,3-b]pyridine C1CCC2=C(C=CC=C12)C1=C(C=C2C(=N1)C(=NN2)C=2C=NN(C2)C2CN(C2)C)OC